[C@H]12CN(C[C@H](CC1)N2)C2=C(C(=NC1=CC(=CC=C21)C2=CC(=CC1=CC=CC(=C21)F)O)OC[C@]21CCCN1C[C@@H](C2)F)C#N 4-((1R,5S)-3,8-diazabicyclo[3.2.1]octan-3-yl)-7-(8-fluoro-3-hydroxynaphthalen-1-yl)-2-(((2R,7aS)-2-fluorotetrahydro-1H-pyrrolizin-7a(5H)-yl)methoxy)quinoline-3-carbonitrile